tert-butyl N-[[2-methyl-4-[3-(4-prop-2-enoylpiperazin-1-yl)-4-pyridyl]phenyl]methyl]-carbamate CC1=C(C=CC(=C1)C1=C(C=NC=C1)N1CCN(CC1)C(C=C)=O)CNC(OC(C)(C)C)=O